C(OC=1CC2(CCN(CC2)S(=O)(=O)C)CC(C1C1=C(C=C(C=C1C)C#CC)C)=O)([O-])=O [9-(2,6-dimethyl-4-prop-1-ynyl-phenyl)-3-(methylsulfonyl)-10-oxo-3-azaspiro[5.5]undec-8-en-8-yl] carbonate